3-((2-((((R)-4,4-difluoro-2-methyltetrahydrofuran-2-yl)(3-methylpyridin-2-yl)methyl)amino)-3,4-dioxocyclobut-1-en-1-yl)amino)-6-fluoro-2-hydroxy-N,N-dimethylbenzamide FC1(C[C@](OC1)(C)C(C1=NC=CC=C1C)NC1=C(C(C1=O)=O)NC=1C(=C(C(=O)N(C)C)C(=CC1)F)O)F